2-chloro-9-(4-(3,5-dimethyl-1H-pyrazol-1-yl)benzyl)-7,9-dihydro-8H-purin-8-one ClC1=NC=C2NC(N(C2=N1)CC1=CC=C(C=C1)N1N=C(C=C1C)C)=O